P(=O)(O)(O)O.NC1=NC2=NC(=C(N=C2C(=N1)N)C(C)C)C(C)C L-2,4-diamino-6,7-diisopropylpteridine phosphate